ethyl 2,4-dimethylbenzenesulfonate CC1=C(C=CC(=C1)C)S(=O)(=O)OCC